The molecule is a biflavonoid isolated from Cephalotaxus wilsoniana and has been shown to exhibit antineoplastic activity. It has a role as a metabolite and an antineoplastic agent. It is a biflavonoid, a hydroxyflavone and a methoxyflavone. CC1=C(C2=C(C=C1O)OC(=CC2=O)C3=CC=C(C=C3)OC4=C(C=C5C(=C4O)C(=O)CC(O5)C6=CC=C(C=C6)O)OC)O